N-(4-chlorophenyl)pivaloamide ClC1=CC=C(C=C1)NC(C(C)(C)C)=O